1-(3-(4-amino-7-methyl-5-(1-(pyridin-3-yl)-1H-pyrazol-4-yl)-7H-pyrrolo[2,3-d]pyrimidin-6-yl)pyrrolidin-1-yl)prop-2-en-1-one NC=1C2=C(N=CN1)N(C(=C2C=2C=NN(C2)C=2C=NC=CC2)C2CN(CC2)C(C=C)=O)C